N,N'-dibenzoyl-L-cystine dimethyl ester COC([C@H](CSSC[C@@H](C(=O)OC)NC(C1=CC=CC=C1)=O)NC(C1=CC=CC=C1)=O)=O